bis(phenoxycarbonylmethoxy)-1,1'-binaphthyl O(C1=CC=CC=C1)C(=O)COC=1C(=C(C2=CC=CC=C2C1)C1=CC=CC2=CC=CC=C12)OCC(=O)OC1=CC=CC=C1